butylenbromid C(CCCBr)Br